1,4-bis(3-maleimidophenoxy)-2,3,5-trimethylbenzene C1(C=CC(N1C=1C=C(OC2=C(C(=C(C(=C2)C)OC2=CC(=CC=C2)N2C(C=CC2=O)=O)C)C)C=CC1)=O)=O